6-methyl-N-(5-methyl-1H-pyrazol-3-yl)-2-(1-piperazinyl)pyrimidine-4-amine hydrochloride Cl.CC1=CC(=NC(=N1)N1CCNCC1)NC1=NNC(=C1)C